8-[(1R)-1-Hydroxyethyl]-2-[1-(2-methoxyethyl)pyrazol-4-yl]-3,6-dimethyl-chromen-4-one O[C@H](C)C=1C=C(C=C2C(C(=C(OC12)C=1C=NN(C1)CCOC)C)=O)C